methyl 4-amino-6-(1,1-difluoroethyl)-5-fluoro-pyridine-3-carboxylate NC1=C(C=NC(=C1F)C(C)(F)F)C(=O)OC